2-carboxyl-6-imidazol-1-yl-9-(4-aminocarbonylphenyl)carbazole C(=O)(O)C1=CC=2N(C3=CC=C(C=C3C2C=C1)N1C=NC=C1)C1=CC=C(C=C1)C(=O)N